ethyl 4-formyl-6-methoxy-5-(methoxymethoxy)benzo[b]thiophene-2-carboxylate C(=O)C1=C(C(=CC=2SC(=CC21)C(=O)OCC)OC)OCOC